Propyleneglycol C(C(C)O)O